CC1(CCOC1)C 4,4-dimethyltetrahydrofuran